methyl 6-chloro-1-(3-hydroxybenzyl)-7-(naphthalen-1-ylmethyl)-5-oxo-8-(3-(trifluoromethyl)phenyl)-1,2,3,5-tetrahydroimidazo[1,2-a]pyridine-3-carboxylate ClC1=C(C(=C2N(C1=O)C(CN2CC2=CC(=CC=C2)O)C(=O)OC)C2=CC(=CC=C2)C(F)(F)F)CC2=CC=CC1=CC=CC=C21